C1(=CC=CC=C1)P(O)(O)(C1=CC=CC=C1)OC=1C(=C2C=CC=CC2=CC1)C1=CC=CC2=CC=CC=C12 binaphthol diphenyl-phosphite